2-[4-[4-[2-chloro-4-[[5-[4-(difluoromethoxy)-2,3-difluoro-phenyl]-1-methyl-imidazole-2-carbonyl]amino]benzoyl]piperazine-1-carbonyl]-1-methyl-piperidin-1-ium-1-yl]acetic acid ClC1=C(C(=O)N2CCN(CC2)C(=O)C2CC[N+](CC2)(C)CC(=O)O)C=CC(=C1)NC(=O)C=1N(C(=CN1)C1=C(C(=C(C=C1)OC(F)F)F)F)C